4-(2-furyl)-3-butyn-2-one O1C(=CC=C1)C#CC(C)=O